diethyl 1,2,3,6-tetrahydrophthalate C(C1C(C(=O)OCC)CC=CC1)(=O)OCC